3-(6-(8-methyl-4-oxo-4H-pyrimido[1,2-b]pyridazin-7-yl)-5,6,7,8-tetrahydro-1,6-naphthyridin-3-yl)thiophene-2-carbonitrile CC1=CC=2N(N=C1N1CC=3C=C(C=NC3CC1)C1=C(SC=C1)C#N)C(C=CN2)=O